3a-(hydroxyamino)-2H,3aH,4H,5H,6H-cyclopenta[c]pyrazol-3-one ONC12C(=NNC1=O)CCC2